methyl (S)-3-(8-bromo-6-(2-fluorophenyl)-1-(propylthio)-4H-benzo[f][1,2,4]triazolo[4,3-a][1,4]diazepin-4-yl)propionate BrC=1C=CC2=C(C(=N[C@H](C=3N2C(=NN3)SCCC)CCC(=O)OC)C3=C(C=CC=C3)F)C1